(E)-5-[2-(4-hydroxyphenyl)-vinyl]-1,3-benzenediol OC1=CC=C(C=C1)/C=C/C=1C=C(C=C(C1)O)O